[C@H]12COC[C@@H]2C1NC(=O)C1=CC(=NN1[C@@H](C)C1=CC(=CC=C1)OC)C(=O)NC N5-((1R,5S,6r)-3-Oxabicyclo[3.1.0]hexan-6-yl)-1-((S)-1-(3-methoxyphenyl)ethyl)-N3-methyl-1H-pyrazole-3,5-dicarboxamide